C(C)(C)(C)OC(=O)N1CC(C1)CN1C(C(=NC2=CC(=C(C=C12)F)Br)OC[C@H]1N(CCC1)C)=O (S)-3-((6-bromo-7-fluoro-3-((1-methylpyrrolidin-2-yl)methoxy)-2-oxoquinoxalin-1(2H)-yl)methyl)azetidine-1-carboxylic acid tert-butyl ester